ClC=1N=C(C2=C(N1)N(C=C2)[C@H]2[C@@H]([C@@H]([C@@H](O2)C(OC)P(O)(O)=O)O)O)N[C@H](C)C2=C(C=C(C=C2)F)F [(2R,3S,4R,5R)-5-[2-chloro-4-[[(1R)-1-(2,4-difluorophenyl)-ethyl]amino]pyrrolo-[2,3-d]pyrimidin-7-yl]-3,4-dihydroxy-tetrahydrofuran-2-yl]-methoxymethylphosphonic acid